OC(C)C=1C=NC(=CC1)C=1C=NN2C1C=CC(=C2)OC=2N=NC(=CC2)C 3-(1-hydroxyethyl)-6-[6-(6-methylpyridazin-3-yl)oxypyrazolo[1,5-a]pyridin-3-yl]pyridin